CC(CC[C@@H](C(=O)[O-])NC(COC1=CC(=CC=C1)OC1=NC=C(C=C1)OC1CCN(CC1)C(CCOCCOCC#C)=O)=O)(C)C (2S)-5,5-dimethyl-2-[[2-[3-[[5-[[1-[3-(2-prop-2-ynoxyethoxy)propanoyl]-4-piperidyl]oxy]-2-pyridyl]oxy]phenoxy]acetyl]amino]hexanoate